2-amino-6-fluoro-N-(4-(3-methyl-2-oxo-1-oxa-3,8-diazaspiro[4.5]decan-8-yl)pyridin-3-yl)pyrazolo[1,5-a]pyrimidine-3-carboxamide NC1=NN2C(N=CC(=C2)F)=C1C(=O)NC=1C=NC=CC1N1CCC2(CN(C(O2)=O)C)CC1